(((((1R,2S,5R)-2-carbamoyl-7-oxo-1,6-diazabicyclo[3.2.1]oct-6-yl) oxy) sulfonyl) oxy)-4,4-dimethylvalerate C(N)(=O)[C@H]1N2C(N([C@H](CC1)C2)OS(=O)(=O)OC(C(=O)[O-])CC(C)(C)C)=O